N[C@@H]1[C@@H](C1)OCC1=CC=C(C=C1)C1=CC=C(C=C1)C=CC(CO)N1C(=NC=C1)[C@H](C)O 4-(4'-(((cis)-2-aminocyclopropoxy)methyl)-[1,1'-biphenyl]-4-yl)-2-(2-((S)-1-hydroxyethyl)-1H-imidazol-1-yl)but-3-en-1-ol